COC1=C(C(=CC=C1)OC)N1C(=NC=2C1=NC(=CC2)NS(=O)(=O)C)C2=NC(=CC=C2)OCC N-(3-(2,6-dimethoxyphenyl)-2-(6-ethoxypyridin-2-yl)-3H-imidazo[4,5-b]pyridin-5-yl)methanesulfonamide